8-(tertiary butyl)-2-(bromomethyl)-1,4-dioxaspiro[4.5]decane C(C)(C)(C)C1CCC2(OCC(O2)CBr)CC1